[Cl-].C(CCCCCCCCCCC)[N+]1=CC=C(C=C1)CCCCCCCCC 1-Dodecyl-4-nonylpyridinium chloride